Cis-Ethyl 4-amino-3-(hydroxymethyl)-3-methylpyrrolidine-1-carboxylate N[C@H]1[C@@](CN(C1)C(=O)OCC)(C)CO